N-aminoimidazolidine Z-butyl-piperazine-1-carboxylate C(CCC)OC(=O)N1CCNCC1.NN1CNCC1